N-(2-((1R,4r)-4-(4-(4-((R)-2,6-dioxopiperidin-3-yl)-3,5-difluorophenethyl)piperazin-1-yl)cyclohexyl)-6-methoxy-2H-indazol-5-yl)-6-(trifluoromethyl)picolinamide O=C1NC(CC[C@@H]1C1=C(C=C(CCN2CCN(CC2)C2CCC(CC2)N2N=C3C=C(C(=CC3=C2)NC(C2=NC(=CC=C2)C(F)(F)F)=O)OC)C=C1F)F)=O